zinc(II) undecylenate C(CCCCCCCCC=C)(=O)[O-].[Zn+2].C(CCCCCCCCC=C)(=O)[O-]